FC=1C=NN(C1)C=1C=CC(=C(C1)O)C=1N=NC(=CC1)C(=C)[C@@H]1[C@@H]([C@H]2CC[C@@H](C1)N2)F 5-(4-fluoro-1H-pyrazol-1-yl)-2-(6-(1-((1R,2S,3R,5S)-2-fluoro-8-azabicyclo[3.2.1]octan-3-yl)vinyl)pyridazin-3-yl)phenol